4-fluoro-2-(2-fluoro-4-(4,4,5,5-tetramethyl-1,3,2-dioxaborolan-2-yl)benzyl)isoindolin-1-one-3,3-d FC1=C2C(N(C(C2=CC=C1)=O)CC1=C(C=C(C=C1)B1OC(C(O1)(C)C)(C)C)F)([2H])[2H]